C(CCCCCCCCCCC)[Si](OCCOC)(OCCOC)CCCCCCCCCCCC didodecyl-bis-(2-methoxyethoxy)silane